3-bromo-6-(2-(trifluoromethyl)phenyl)-2H-indazol BrC=1NN=C2C=C(C=CC12)C1=C(C=CC=C1)C(F)(F)F